Cl.CN(CCCOC1=NC=C(C=C1NS(=O)(=O)N1CCCC1)C1=CC=2C3=C(C=NC2C=C1)N(C(C31CC1)=O)C)C N-(2-(3-(Dimethylamino)propoxy)-5-(3'-methyl-2'-oxo-2',3'-dihydrospiro[cyclopropane-1,1'-pyrrolo[2,3-c]quinolin]-8'-yl)pyridin-3-yl)pyrrolidine-1-sulfonamide hydrochloride